2,9-dichloro-5,12-bis(6-(3,5-bis(9H-carbazol-9-yl)phenoxy)hexyl)-5,12-dihydroquinolino[2,3-b]acridine-7,14-dione ClC=1C=CC=2N(C=3C=C4C(=CC3C(C2C1)=O)N(C1=CC=C(C=C1C4=O)Cl)CCCCCCOC4=CC(=CC(=C4)N4C1=CC=CC=C1C=1C=CC=CC41)N4C1=CC=CC=C1C=1C=CC=CC41)CCCCCCOC4=CC(=CC(=C4)N4C1=CC=CC=C1C=1C=CC=CC41)N4C1=CC=CC=C1C=1C=CC=CC41